O1C(CCCC1)C1=CC=C2C(=N1)NC=C2C2=NC(=NC=C2C(F)(F)F)N[C@H](CO)C (2S)-2-((4-(6-(tetrahydro-2H-pyran-2-yl)-1H-pyrrolo[2,3-b]pyridin-3-yl)-5-(trifluoromethyl)pyrimidin-2-yl)amino)propanol